C(C)(C)(C)OC(=O)N1CCC2(CC(C2)(O)C=2C(=NOC2C2CC2)C2=C(C=NC=C2Cl)Cl)CC1.C1(=CC=CC=C1)C=1N=C(C=2NC3=CC=CC=C3C2C1)N1CCNCC1 phenylpiperazinyl-beta-carboline tert-Butyl-2-(5-cyclopropyl-3-(3,5-dichloropyridin-4-yl)isoxazol-4-yl)-2-hydroxy-7-azaspiro[3.5]nonane-7-carboxylate